tert-butyl (S)-4-(5-cyano-3-((8-cyano-4-(cyclopropyl(4-methoxybenzyl)amino) pyrazolo[1,5-a][1,3,5]triazin-2-yl)amino)-2-cyclopropylphenyl)-3-methylpiperazine-1-carboxylate C(#N)C=1C=C(C(=C(C1)N1[C@H](CN(CC1)C(=O)OC(C)(C)C)C)C1CC1)NC1=NC=2N(C(=N1)N(CC1=CC=C(C=C1)OC)C1CC1)N=CC2C#N